C12(CNCC2C1)NC=1C2=C(N=CN1)C(=CC(=N2)C2=CC=C(C=C2)CN2CCOCC2)C(=O)N 4-[3-azabicyclo[3.1.0]hexan-1-ylamino]-6-[4-(morpholin-4-ylmethyl)phenyl]pyrido[3,2-d]pyrimidine-8-carboxamide